C(C)(C)(C)OC(=O)[C@@H]1N[C@H]([C@@]([C@H]1C1=CC(=CC=C1)Cl)(C1=C(C=C(C=C1)Cl)F)CN)CC(CC)(C)CC (2R,3R,4S,5S)-4-(aminomethyl)-4-(4-chloro-2-fluorophenyl)-3-(3-chlorophenyl)-5-(2-ethyl-2-methylbutyl)pyrrolidine-2-carboxylic acid tert-butyl ester